CC1=CC(=C(C2=C1C(=CC(=O)O2)OC)C3=C(C4=C(C=C3[O-])OC(=O)C=C4OC)C)O The molecule is a phenolate anion that is the conjugate base of desertorin A, obtained by deprotonation of 7-hydroxy group of desertorin A. It is the major microspecies at pH 7.3. It is a conjugate base of a desertorin A.